Rel-N-((1S,2R)-2-aminocyclohexyl)-4-(7H-pyrrolo[2,3-d]pyrimidin-4-yl)-3,4-dihydro-2H-1,4-thiazine-6-carboxamide hydrochloride Cl.N[C@H]1[C@H](CCCC1)NC(=O)C1=CN(CCS1)C=1C2=C(N=CN1)NC=C2 |o1:2,3|